OC1=CC=CC=2C1=CC(=C1CCC(OC21)(C)C)C(=O)N2CCOCC2 (7-hydroxy-2,2-dimethyl-3,4-dihydro-2H-benzo[H]chromen-5-yl)(morpholinyl)methanone